ClC1=NC=C(C(=N1)C1C(C1)(F)F)F 2-chloro-4-(2,2-difluorocyclopropyl)-5-fluoropyrimidine